2-(3-phenoxypropyl)isoindoline-1,3-dione O(C1=CC=CC=C1)CCCN1C(C2=CC=CC=C2C1=O)=O